2,5-dioxa-3-[(2R)-1-(4-methyl-4H-1,2,4-triazol-3-yl)propan-2-yl]aniline CN1C(=NN=C1)C[C@@H](C)C=1OC(N)=COC1